OC(C)(CCC(=O)OC)S(=O)O 2-Hydroxy-5-methoxy-5-oxopentane-2-sulfinic acid